6-chloro-N-[(1R)-1-(3-{1,1-difluoro-2-methyl-2-[(triethylsilyl)oxy]propyl}-2-fluorophenyl)ethyl]-8-[(4-methoxyphenyl)methoxy]-2-methylpyrido[3,4-d]pyrimidin-4-amine ClC1=CC2=C(N=C(N=C2N[C@H](C)C2=C(C(=CC=C2)C(C(C)(O[Si](CC)(CC)CC)C)(F)F)F)C)C(=N1)OCC1=CC=C(C=C1)OC